1-pyreneethylamine C1(=CC=C2C=CC3=CC=CC4=CC=C1C2=C34)CCN